C(CCCCCCCCCCCCCCCCC)OC=1C=C(C=C(C1OCCCCCCCCCCCCCCCCCC)OCCCCCCCCCCCCCCCCCC)C=O 3,4,5-trioctadecyloxyphenyl-formaldehyde